CN(CCCNC=O)C Formic acid (3-dimethylamino-propyl) amide